C(C)[C@H]1C([C@H]2[C@@H]3CC[C@H]([C@@H](CCC(=O)O)C)[C@]3(CC[C@@H]2[C@]2(CCC(C[C@@H]12)=O)C)C)=O (5β,6α)-6-ethyl-3,7-dioxo-cholan-24-oic Acid